C(#C)C12CC(C1)(C2)C(=O)OC methyl 3-ethynylbicyclo[1.1.1]pentane-1-carboxylate